(S)-tert-butyl 4-((3-chloro-2,4-difluorophenyl)(methyl)carbamoyl)-2-oxo-3-(4-(trifluoromethyl)-5H-cyclopenta[b]pyridin-2-yl)imidazolidine-1-carboxylate ClC=1C(=C(C=CC1F)N(C(=O)[C@H]1N(C(N(C1)C(=O)OC(C)(C)C)=O)C1=CC(=C2C(=N1)C=CC2)C(F)(F)F)C)F